N-(2-hydroxyethyl)ammonium bromide [Br-].OCC[NH3+]